CC=1N=C(N2C1CN(CC2)C(=O)C2=C(OC=1N=CN=C(C12)NC1(CC1)C)C)C 5-{1,3-dimethyl-5h,6h,7h,8h-imidazo[1,5-a]pyrazine-7-carbonyl}-6-methyl-N-(1-methylcyclopropyl)furo[2,3-d]pyrimidin-4-amine